FC1=C(C(=CC=C1)C(F)(F)F)C1=CC=CC=C1 2-fluoro-6-(trifluoromethyl)-biphenyl